C(C1=CC=CC=C1)OC(=O)NNCC1C(N(CCC1)C(=O)OC(C)(C)C)=O tert-butyl 3-[(2-benzyloxycarbonylhydrazino)methyl]-2-oxo-piperidine-1-carboxylate